FC(C1CC(C1)CO)(F)F [3-(trifluoromethyl)cyclobutyl]Methanol